5-[(Z)-2-(2-aminopyrimidin-5-yl)-2-fluorovinyl]-N-[(1S,2S)-2-hydroxycyclohexyl]-6-methylpyridine-3-carboxamide NC1=NC=C(C=N1)/C(=C/C=1C=C(C=NC1C)C(=O)N[C@@H]1[C@H](CCCC1)O)/F